Cl.NC(COC(C(=C)C)=O)C 2-aminopropylmethacrylate hydrochloride